N(=[N+]=[N-])C(CC1=CC(=CC=C1)OC)(C)C 1-(2-Azido-2-methylpropyl)-3-methoxybenzene